FC=1C=C(C(=O)NC2CCN(CC2)C)C=CC1 3-fluoro-N-(1-methylpiperidin-4-yl)benzamide